bis-(2,2,2-trifluoroethyl)-methyl phosphate P(=O)(OC(CC(F)(F)F)CC(F)(F)F)([O-])[O-]